(2R)-N-[[3-amino-6-chloro-5-(4-fluorophenyl)pyrazin-2-yl]methyl]-1-methylpyrrolidine-2-carboxamide NC=1C(=NC(=C(N1)C1=CC=C(C=C1)F)Cl)CNC(=O)[C@@H]1N(CCC1)C